N-((1r,3r)-3-(3-Chloro-4-cyanophenoxy)-2,2,4,4-tetramethylcyclobutyl)-5-(4-formylpiperidin-1-yl)pyrazine-2-carboxamide ClC=1C=C(OC2C(C(C2(C)C)NC(=O)C2=NC=C(N=C2)N2CCC(CC2)C=O)(C)C)C=CC1C#N